C(C)[C@@H]1N(CCNC1)C(=O)C=1C=CC(=C(C1)C1=CC=C(C=C1)F)OC1N(CCC1)C(=O)[O-] (5-((S)-2-ethylpiperazine-1-carbonyl)-4'-fluoro-[1,1'-biphenyl]-2-yl)oxypyrrolidine-1-carboxylate